FCC([C@H](CC(=O)OCC(F)(F)F)NC(=O)[C@@]1(CC(=NO1)C1=NC=CC2=CC=CC=C12)C(C)C)=O 2,2,2-trifluoroethyl (S)-5-fluoro-3-((R)-5-isopropyl-3-(isoquinolin-1-yl)-4,5-dihydroisoxazole-5-carboxamido)-4-oxopentanoate